FC(OC=1C=CC(=C(C1)N1C(C(C2=CC(=CC=C12)C(=O)NC1(CCS(CC1)(=O)=O)C)(C)C)=O)F)F 1-[5-(difluoromethoxy)-2-fluoro-phenyl]-3,3-dimethyl-N-(4-methyl-1,1-dioxo-thia-cyclohex-4-yl)-2-oxo-indoline-5-carboxamide